C(CC)OC=1C=C(C=CC1)C=1C=C(C=NC1)C1CB(OC1)O 4-(5-(3-propoxyphenyl)pyridin-3-yl)-1,2-oxaborolan-2-ol